6-(trifluoromethyl)naphthalene-1,3-diol FC(C=1C=C2C=C(C=C(C2=CC1)O)O)(F)F